O1C(CC1)C(=O)O[C@H]1[C@H](NC[C@@H]1O)CC1=CC=C(C=C1)OC (2R,3S,4S)-4-hydroxy-2-(4-methoxybenzyl)pyrrolidin-3-yl oxetane-2-carboxylate